C(C)(C)(C)OC(=O)N1[C@H]2CC(C[C@@H]1CC2)N2CCC(CC2)C(=O)OCC2=CC=CC=C2 (1r,3r,5s)-3-(4-((benzyloxy)carbonyl)piperidin-1-yl)-8-azabicyclo[3.2.1]octane-8-carboxylic acid tert-butyl ester